methyl 3-chloro-2-(2,4-difluoro-6-(3-fluoro-1-((2-(trimethylsilyl)ethoxy)methyl)-1H-pyrazol-4-yl)phenyl)imidazo[1,2-a]pyridine-7-carboxylate ClC1=C(N=C2N1C=CC(=C2)C(=O)OC)C2=C(C=C(C=C2C=2C(=NN(C2)COCC[Si](C)(C)C)F)F)F